FC1=C(CNC(OC(C)(C)C)=O)C=CC(=C1)[N+](=O)[O-] tert-butyl (2-fluoro-4-nitrobenzyl)carbamate